N-(ethylaminothioformyl)-2-(4-(trifluoromethyl)pyridin-2-yl)acetamide C(C)NC(=S)NC(CC1=NC=CC(=C1)C(F)(F)F)=O